F[C@@H]1COCC[C@H]1NC1=NC=C2N=C(N(C2=N1)C1CCC(CC1)(C(=O)N)C)NC1=C(C=C(C=C1Cl)Cl)Cl cis-4-[2-{[(3S,4R)-3-fluorooxan-4-yl]amino}-8-(2,4,6-trichloroanilino)-9H-purin-9-yl]-1-methylcyclohexane-1-carboxamide